2,5-dichloro-3,4-bis((4-methoxybenzyl)oxy)benzoic acid ClC1=C(C(=O)O)C=C(C(=C1OCC1=CC=C(C=C1)OC)OCC1=CC=C(C=C1)OC)Cl